2-methyl-5-((((S)-2-methylpyrrolidin-2-yl)methyl)amino)-N-((R)-1-(naphthalen-1-yl)ethyl)benzamide CC1=C(C(=O)N[C@H](C)C2=CC=CC3=CC=CC=C23)C=C(C=C1)NC[C@]1(NCCC1)C